NC1=C2C(=NC=N1)N(N=C2)C2C=CC(C2)O 4-amino-1-(4-hydroxycyclopent-2-en-1-yl)-1H-pyrazolo[3,4-d]pyrimidine